t-Butyl 2-{[(3-amino-2-chloroquinolin-4-yl)amino]methyl}piperidine-1-carboxylate NC=1C(=NC2=CC=CC=C2C1NCC1N(CCCC1)C(=O)OC(C)(C)C)Cl